6-((7S,8aS)-7-(3-(1-methyl-1H-indazol-7-yl)propyl)-6-oxohexahydropyrrolo[1,2-a]pyrazin-2(1H)-yl)nicotinonitrile CN1N=CC2=CC=CC(=C12)CCC[C@H]1C[C@@H]2N(CCN(C2)C2=NC=C(C#N)C=C2)C1=O